2-CYCLOHEXYL-5-METHOXY-1H-INDOLE-3-CARBOXALDEHYDE C1(CCCCC1)C=1NC2=CC=C(C=C2C1C=O)OC